N-[5-chloro-4-(1H-indol-3-yl)pyrimidin-2-yl]-N1-(2-dimethylaminoethyl)-2-methoxy-N'-methyl-5-nitrobenzene-1,4-diamine ClC=1C(=NC(=NC1)N(C1=C(C=C(C(=C1)[N+](=O)[O-])NC)OC)CCN(C)C)C1=CNC2=CC=CC=C12